6'-[2-(morpholin-4-yl)ethoxy]-2',3'-dihydrospiro[cyclohexane-1,1'-indene]-4-carboxylic acid N1(CCOCC1)CCOC1=CC=C2CCC3(C2=C1)CCC(CC3)C(=O)O